ClC1=CC2=C(N(C(N2CC2=NC=C(C=C2)C=2OC(=NN2)C(F)F)=O)C2CCN(CC2)C)C=C1 5-chloro-3-((5-(5-(difluoromethyl)-1,3,4-oxadiazole-2-yl)pyridine-2-yl)methyl)-1-(1-methylpiperidine-4-yl)-1,3-dihydro-2H-benzo[d]imidazole-2-one